OCC1CN(CCO1)C1=CC=C(C=C1)NC1=NC2=C(C=CC=C2C=N1)C1=NC=CC(=C1)NC(C=CC)=O N-(2-(2-((4-(2-(hydroxymethyl)morpholinyl)phenyl)amino)quinazolin-8-yl)pyridin-4-yl)but-2-enamide